OC[C@H](C1CCOCC1)NC(=O)C=1C=2C[C@@H]3[C@H](C2N(N1)C1=NC=CN=C1)C3 (1aR,5aR)-2-Pyrazin-2-yl-1a,2,5,5a-tetrahydro-1H-2,3-diaza-cyclopropa[a]pentalene-4-carboxylic acid ((S)-2-hydroxy-1-tetrahydro-pyran-4-yl-ethyl)-amide